tert-butylmethyl (2-((4-methyl-3,4-dihydro-2H-benzo[b][1,4]oxazin-7-yl)amino)-2-oxoethyl)carbamate CN1C2=C(OCC1)C=C(C=C2)NC(CNC(OCC(C)(C)C)=O)=O